ClC1=C(C=CC=C1)S(=O)(=O)NC1=NC=C(C=C1)C1=CC2=C(N=C(N=C2)N2CCC(CC2)N(C)C)N2C1=NC(=C2)C 2-chloro-N-(5-(2-(4-(dimethylamino)piperidin-1-yl)-8-methylimidazo[1',2':1,6]pyrido[2,3-d]pyrimidin-6-yl)pyridin-2-yl)benzenesulfonamide